ClC1=C(C=CC(=C1)[N+](=O)[O-])S(=O)(=O)N(C)C 2-chloro-N,N-dimethyl-4-nitrobenzenesulfonamide